C(C)(C)(C)OC(NCC=1SC(=CC1)C=C(C=1SC=CC1)C#N)=O ((5-(2-cyano-2-(thiophen-2-yl)vinyl)thiophen-2-yl)methyl)carbamic acid tert-butyl ester